C1(NC(C2C(C=CC=C12)=O)=S)=S isoindol-1,3-dithionone